7-((4-(2-fluoro-6-(cyclopropylcarbamoyl)pyridin-3-yl)piperazin-1-yl)methyl)-6-fluoro-3-methylpyrazolo[1,5-a]quinoxalin-4(5H)-one FC1=NC(=CC=C1N1CCN(CC1)CC=1C(=C2NC(C=3N(C2=CC1)N=CC3C)=O)F)C(NC3CC3)=O